3,5-dichloro-4-hydroxy-2-methoxybenzaldehyde ClC=1C(=C(C=O)C=C(C1O)Cl)OC